5-(1-(3-bromo-benzyl)-1H-pyrazol-4-yl)-4-ethoxy-1-methyl-pyridin-2(1H)-one BrC=1C=C(CN2N=CC(=C2)C=2C(=CC(N(C2)C)=O)OCC)C=CC1